N4-(4-Methoxyphenyl)-N7-(3-methoxyphenyl)chinolin-4,7-diamin COC1=CC=C(C=C1)NC1=CC=NC2=CC(=CC=C12)NC1=CC(=CC=C1)OC